N-stearyl-amide C(CCCCCCCCCCCCCCCCC)[NH-]